OC1(N(CCC1)C(=O)C1CCN(CC1)CC=1C(=C(C=CC1)C1=CC=CC=C1)C)C(=O)N hydroxy-1-(1-((2-methyl-[1,1'-biphenyl]-3-yl)methyl)piperidine-4-carbonyl)pyrrolidine-2-carboxamide